ClC=1C(=CC(=NC1)OC)C1=CN=C(N1C)C(=O)NC1=CC(=C(C=C1)C(=O)N1CCN(CC1)C(=O)C1CCNCC1)Cl 5-(5-chloro-2-methoxy-4-pyridyl)-N-[3-chloro-4-[4-(piperidine-4-carbonyl)piperazine-1-carbonyl]phenyl]-1-methyl-imidazole-2-carboxamide